calcium oxide europium [Eu+3].[O-2].[Ca+2]